1-phenyl-1,3-propanediamine C1(=CC=CC=C1)C(CCN)N